3-(3,5-di-t-butyl-4-hydroxybenzyl)mesitylene methyl-(2S)-2-({(E)-[2-chloro-5-(3,5-dimethyl-2,6-dioxo-4-sulfanylidene-1,3,5-triazinan-1-yl)-4-fluorobenzylidene]amino}oxy)propanoate COC([C@H](C)O/N=C/C1=C(C=C(C(=C1)N1C(N(C(N(C1=O)C)=S)C)=O)F)Cl)=O.C(C)(C)(C)C=1C=C(CC2(CC(=CC(=C2)C)C)C)C=C(C1O)C(C)(C)C